methyl 3-iodobenzoate IC=1C=C(C(=O)OC)C=CC1